(S)-dimethyl 4,5,7-trimethyl-6-(1-(3-(trimethylsilyl)prop-2-yn-1-yl)-1H-naphtho[1,8-de][1,3,2]diazaborinin-2(3H)-yl)-1,3-dihydro-2H-indene-2,2-dicarboxylate CC1=C2CC(CC2=C(C(=C1C)B1N(C=2C3=C(N1)C=CC=C3C=CC2)CC#C[Si](C)(C)C)C)(C(=O)OC)C(=O)OC